2-[1-(2,2-difluoroethyl)-1H-pyrazolo[3,4-b]pyrazin-6-yl]-6-[3-(trifluoromethyl)pyridin-2-yl]-2,6-diazaspiro[3.5]nonane FC(CN1N=CC=2C1=NC(=CN2)N2CC1(C2)CN(CCC1)C1=NC=CC=C1C(F)(F)F)F